CC1=C(C=2N(C=C1C=1NC3=CC=C(C=C3C1C(C)C)C1CC(C1)NC1COC1)N=CN2)C N-(3-(2-(7,8-Dimethyl-[1,2,4]triazolo[1,5-a]pyridin-6-yl)-3-isopropyl-1H-indol-5-yl)cyclobutyl)oxetan-3-amin